(R)-2-(6-(3-fluoropyrrolidin-1-yl)pyridin-3-yl)-6-(2,6-diazaspiro[3.3]heptan-2-yl)thiazolo[4,5-c]pyridine F[C@H]1CN(CC1)C1=CC=C(C=N1)C=1SC2=C(C=NC(=C2)N2CC3(C2)CNC3)N1